4-fluoro-N-(2'-(3-methylpiperidin-1-yl)-[4,4'-bipyridin]-2-yl)benzamide FC1=CC=C(C(=O)NC2=NC=CC(=C2)C2=CC(=NC=C2)N2CC(CCC2)C)C=C1